FC(C(=O)O)(F)F.NCCOCCN1N=C(C=C1)C(=O)NC1=NNC2=CC=C(C=C12)CC1=CC(=CC(=C1)F)F 1-[2-(2-aminoethoxy)ethyl]-N-[5-[(3,5-difluorophenyl)methyl]-1H-indazol-3-yl]pyrazole-3-carboxamide trifluoroacetate